3-(2-methylbenzo[d]thiazol-4-yl)cyclobutyl ((2-(2,6-dioxopiperidin-3-yl)-3-oxoisoindolin-5-yl)methyl)carbamate hydrochloride Cl.O=C1NC(CCC1N1CC2=CC=C(C=C2C1=O)CNC(OC1CC(C1)C1=CC=CC2=C1N=C(S2)C)=O)=O